2-(4,4-difluorocyclohexyl)cyclopropane-1-carboxylic acid FC1(CCC(CC1)C1C(C1)C(=O)O)F